CO[C@@H]1C[C@H](CC1)NC(OC(C)(C)C)=O |r| (+/-)-tert-butyl ((trans)-3-methoxycyclopentyl)carbamate